bis(N,N-diglycidyl-5-methyl-4-aminocyclohexyl)methane C(C1CO1)N(C1CCC(CC1C)CC1CCC(C(C1)C)N(CC1CO1)CC1CO1)CC1CO1